NC1=C(C=C(C=C1)C1=NN(C(=C1C(=O)N)NC1=NC=CN=C1)COCC[Si](C)(C)C)OC(CC)C1=CC=C(C=C1)F 3-{4-amino-3-[1-(4-fluorophenyl)propoxy]phenyl}-5-[(pyrazin-2-yl)amino]-1-{[2-(trimethylsilyl)ethoxy]methyl}-1H-pyrazole-4-carboxamide